((2'S,3'R,6'R)-3',6'-dihydroxy-2',4',6'-trimethyl-7'-oxo-2',3',6',7'-tetrahydrospiro[cyclopropane-1,5'-inden]-2'-yl)methyl methanesulfonate CS(=O)(=O)OC[C@@]1(C=C2C([C@](C3(C(=C2[C@H]1O)C)CC3)(C)O)=O)C